2-((1R,5S,6R)-3-(7,7-difluoro-2-((S)-2-methylpiperidin-1-yl)-6,7-dihydro-5H-cyclopenta[d]pyrimidin-4-yl)-3-azabicyclo[3.1.0]hex-6-yl)acetic acid FC1(CCC2=C1N=C(N=C2N2C[C@@H]1C([C@@H]1C2)CC(=O)O)N2[C@H](CCCC2)C)F